COC=1C=C(COC2=CC=C3CCNCC3=C2)C=CC1 7-((3-methoxybenzyl)oxy)-1,2,3,4-tetrahydroisoquinoline